CN1N=CC(=C1)NC1=NC=CC(=N1)C1=CC2=C([C@@H](CCN(C2)C2COC2)NC(=O)C2=NOC(=N2)C(C)(C)C)C=C1 5-tert-butyl-1,2,4-oxadiazole-3-carboxylic acid {(R)-8-[2-(1-methyl-1H-pyrazol-4-ylamino)-pyrimidin-4-yl]-2-oxetan-3-yl-2,3,4,5-tetrahydro-1H-2-benzazepine-5-yl}-amide